(8-benzyl-6,6a,7,8,9,10-hexahydro-5H-pyrazino[1,2-a][1,8]naphthyridin-4-yl)(cyclobutyl)methanol C(C1=CC=CC=C1)N1CC2N(C=3N=CC=C(C3CC2)C(O)C2CCC2)CC1